N-[(5-cyclopropyl-6-fluoropyridin-2-yl)(phenyl)methyl]-4-fluoro-1-{2-[4-(trifluoromethyl)-1,3-oxazol-2-yl]acetyl}pyrrolidine-2-carboxamide C1(CC1)C=1C=CC(=NC1F)C(NC(=O)C1N(CC(C1)F)C(CC=1OC=C(N1)C(F)(F)F)=O)C1=CC=CC=C1